3-(3-bromo-phenyl)acrylic acid ethyl ester C(C)OC(C=CC1=CC(=CC=C1)Br)=O